tert-Butyl (1-(3-(ethylsulfonamido)-5-(7'-fluoro-3'-methyl-2'-oxo-2',3'-dihydro-spiro[cyclobutane-1,1'-pyrrolo[2,3-c]quinolin]-8'-yl)pyridin-2-yl)azetidin-3-yl)(methyl)carbamate C(C)S(=O)(=O)NC=1C(=NC=C(C1)C1=CC=2C3=C(C=NC2C=C1F)N(C(C31CCC1)=O)C)N1CC(C1)N(C(OC(C)(C)C)=O)C